ClC1=CC=C(CNC(=O)C2=CC=C(N(C2=O)CCO)C(=O)NCCN(C(OC(C)(C)C)=O)C)C=C1 tert-butyl (2-(5-((4-chlorobenzyl)carbamoyl)-1-(2-hydroxyethyl)-6-oxo-1,6-dihydropyridine-2-carboxamido)ethyl)(methyl)carbamate